4-bromo-4'-cyclohexylbiphenyl BrC1=CC=C(C=C1)C1=CC=C(C=C1)C1CCCCC1